2-(4-(1-(4-chlorophenyl)-2-((difluoromethyl-d) thio) vinyl) phenyl)-2-methylpropionate ClC1=CC=C(C=C1)C(=CSC([2H])(F)F)C1=CC=C(C=C1)C(C(=O)[O-])(C)C